(R)-2-(4-bromo-2-(1,1-difluoropropyl) phenoxy)-3-fluoropropylacetate BrC1=CC(=C(O[C@H](CCC(=O)[O-])CF)C=C1)C(CC)(F)F